C1(CC1)C1=C(C(=NO1)C1=C(C=CC=C1Cl)Cl)C(=O)Cl 5-cyclopropyl-3-(2,6-dichlorophenyl)-isoxazole-4-carbonyl chloride